ClC1=CC=C(C=C1)[C@@H]1COC2=C(O1)C=CC=C2C2CCN(CC2)CC(NCC2=CN=CO2)=N (R)-2-(4-(2-(4-chlorophenyl)-2,3-dihydrobenzo[b][1,4]dioxin-5-yl)piperidin-1-yl)-N-(oxazol-5-ylmethyl)acetimidamide